(R)-2-amino-2-(1H-benzo[d]imidazol-2-yl)ethan-1-ol hydrochloride Cl.N[C@@H](CO)C1=NC2=C(N1)C=CC=C2